lysine, amide N[C@@H](CCCCN)C(=O)N